1H-indole-3,4,5,6,7-d5 N1C=C(C2=C(C(=C(C(=C12)[2H])[2H])[2H])[2H])[2H]